[1-(3-fluoro-4-[[2-(piperidine-4-sulfonyl)-1,6-naphthyridin-7-yl]amino]phenyl)pyrazol-3-yl]methanol FC=1C=C(C=CC1NC1=NC=C2C=CC(=NC2=C1)S(=O)(=O)C1CCNCC1)N1N=C(C=C1)CO